ClC=1C=C(C(=C(C1)C1=NC=NN2C1=CC(=C2)CN2C(N(C=CC2=O)CC(F)F)=O)CC2CNC[C@@H](O2)C)C 3-((4-(5-chloro-3-methyl-2-(((6S)-6-methylmorpholin-2-yl)methyl)phenyl)pyrrolo[2,1-f][1,2,4]triazin-6-yl)methyl)-1-(2,2-difluoroethyl)pyrimidine-2,4(1H,3H)-dione